4-[(1E)-2-[5,6-dihydro-5,5-dimethyl-8-(2-phenylethynyl)-2-naphthalenyl]ethenyl]benzoic acid CC1(C=2C=CC(=CC2C(=CC1)C#CC1=CC=CC=C1)/C=C/C1=CC=C(C(=O)O)C=C1)C